ClC1=CC2=C(C=N1)CC(N2)=O 6-Chloro-1,3-dihydro-2H-pyrrolo(3,2-c)pyridin-2-one